C1(=CC=CC=C1)P(C1=CC=C(C=C1)C1=CC(=CC=C1)C1=CC=C2C=CC3=CC=CC4=CC=C1C2=C34)(C3=CC=CC=C3)=O diphenyl(3'-(pyren-1-yl)-[1,1'-biphenyl]-4-yl)phosphine oxide